ClC1=C(C(=O)OC)C(=CN=C1C(F)(F)F)OC=1C(=NC(=CC1)F)C methyl 3-chloro-5-((6-fluoro-2-methylpyridin-3-yl)oxy)-2-(trifluoromethyl)isonicotinate